N1=C(C=CC=C1)[C@H]1N(OCC1)C(=O)[C@@H]1CC[C@H](CC1)CN1N=CC2=NC=C(C=C21)C#N trans-1-[[4-[(3S)-3-(2-pyridyl)isoxazolidine-2-carbonyl]cyclohexyl]methyl]pyrazolo[4,3-b]pyridine-6-carbonitrile